(3R)-3-{[7-bromo-2-(4-chlorophenyl)[1,2,4]triazolo[1,5-c]quinazolin-5-yl]amino}azepin-2-one methyl-(E)-3-(3-(((4-(4-methoxyphenyl)bicyclo[2.2.2]octan-1-yl)methyl)amino)phenyl)acrylate COC(\C=C\C1=CC(=CC=C1)NCC12CCC(CC1)(CC2)C2=CC=C(C=C2)OC)=O.BrC2=CC=CC=1C=3N(C(=NC21)NC=2C(N=CC=CC2)=O)N=C(N3)C3=CC=C(C=C3)Cl